NC1=NC=CC(=C1)C=1C(=NN2C1CN(CC2)C(C=C)=O)C2=CC=C(C=C2)F 1-[3-(2-aminopyridin-4-yl)-2-(4-fluorophenyl)-6,7-dihydropyrazolo[1,5-a]pyrazin-5(4H)-yl]prop-2-en-1-one